3,3a,4,6a-tetrahydrocyclopenta[c]pyrrole-2(1H)-carboxylate C1N(CC2C1C=CC2)C(=O)[O-]